silylpropylethylether [SiH3]CCCOCC